ClC=1N=C(C2=C(N1)SC(=C2)C)NCCCC2=CC=C(C=C2)C2=CC=C(C=C2)C2CC2 2-chloro-N-(3-(4'-cyclopropyl-[1,1'-biphenyl]-4-yl)propyl)-6-methylthieno[2,3-d]pyrimidin-4-amine